OCCCCCCCC(=O)[O-].[Al+3].OCCCCCCCC(=O)[O-].OCCCCCCCC(=O)[O-] aluminum 8-hydroxyoctanoate